tert-butyl 4-(3,5-dimethoxy-6-methyl-2-pyridyl)piperazine-1-carboxylate COC=1C(=NC(=C(C1)OC)C)N1CCN(CC1)C(=O)OC(C)(C)C